C(#N)C1=C(C=CC=2N=C(SC21)NC(=O)C2CC2)OC=2C=CC(=C(C2)NC(C2=CC(=CC=C2)C(F)(F)F)=O)F N-(5-((7-cyano-2-(cyclopropanecarboxamido)benzo[d]thiazol-6-yl)oxy)-2-fluorophenyl)-3-(trifluoromethyl)benzamide